NCC=1NC2=CC=C(C=C2C1)CC(C(=O)[O-])(C)C.[Br-].C1(CCCC1)[C@@](C(=O)OC1C[N+](CC1)(C)CC(=O)OCC)(O)C1=CC=CC=C1.C1(CCCC1)[C@](C(=O)OC1C[N+](CC1)(CC(=O)OCC)C)(C1=CC=CC=C1)O (2R,3'R)-3-(2-Cyclopentyl-2-phenyl-2-hydroxyacetoxy)-1-(ethoxycarbonylmethyl)-1-methylpyrrolidinium bromid 2-(aminomethyl)-1H-indol-5-yl-pivalate